7-isopropoxylimidazo[1,2-a]Pyridine-6-carboxylic acid O(C(C)C)C1=CC=2N(C=C1C(=O)O)C=CN2